2-(5H-imidazo[4,3-a]isoindol-5-yl)-7-methanesulfonyl-7-azaspiro[3.5]nonan-1-ol C=1N=CN2C1C1=CC=CC=C1C2C2C(C1(C2)CCN(CC1)S(=O)(=O)C)O